(5Z)-2-(1-Adamantylamino)-3-methyl-5-[(2-methylindazol-5-yl)methylene]imidazol-4-one C12(CC3CC(CC(C1)C3)C2)NC2=N\C(\C(N2C)=O)=C/C2=CC3=CN(N=C3C=C2)C